CC1=C(C(=O)NC2(CC2)C2=C3C=CC=NC3=CC(=C2)C)C=C(C=C1)OC[C@H]1N(CC1)C (S)-2-Methyl-5-((1-methylazetidin-2-yl)methoxy)-N-(1-(7-methylquinolin-5-yl)cyclopropyl)benzamide